C(C)(C)(CC)OC methyl tert-amyl ether